acryloxyoctadecyltrimethoxysilane C(C=C)(=O)OCCCCCCCCCCCCCCCCCC[Si](OC)(OC)OC